O1C(C1)CCCOC=1C2=CC=CC=C2C(=C2C=CC=CC12)OCCCC1OC1 9,10-bis(3-(oxiran-2-yl)propoxy)anthracene